4-(2-((benzo[d][1,3]dioxol-4-ylmethyl)amino)propyl)-2,5-dimethoxybenzonitrile O1COC2=C1C=CC=C2CNC(CC2=CC(=C(C#N)C=C2OC)OC)C